FC1=CC2=C(C(=NO2)C2CCN(CC2)CCOC2CN3C(CCC4=CC=CC2=C34)=O)C=C1 (2-(4-(6-fluorobenzo[d]isoxazol-3-yl)piperidin-1-yl)ethoxy)-5,6-dihydro-1H-pyrrolo[3,2,1-ij]quinolin-4(2H)-one